di-t-butylamine C(C)(C)(C)NC(C)(C)C